tert-butyl (7R-9aR)-7-hydroxy-7-(6-(trifluoromethyl)pyridin-2-yl)octahydro-2H-pyrido[1,2-a]pyrazine-2-carboxylate tert-butyl-(S)-3-(hydroxymethyl)piperazine-1-carboxylate C(C)(C)(C)OC(=O)N1C[C@H](NCC1)CO.O[C@@]1(CC[C@H]2N(CCN(C2)C(=O)OC(C)(C)C)C1)C1=NC(=CC=C1)C(F)(F)F